(1S,2S)-2-(3-chloro-2'-(3-(dimethylcarbamoyl)-2-fluorophenyl)-5',6-dimethyl-2-oxo-2H-[1,4'-bipyridin]-4-yl)cyclopropane-1-carboxylic acid ClC=1C(N(C(=CC1[C@@H]1[C@H](C1)C(=O)O)C)C1=CC(=NC=C1C)C1=C(C(=CC=C1)C(N(C)C)=O)F)=O